dimethyl {(3-cyanophenyl)[(oxan-2-yl)oxy]methyl}phosphonate C(#N)C=1C=C(C=CC1)C(OC1OCCCC1)P(OC)(OC)=O